O=C1N(CCC(N1)=O)N1C(C2=CC=C(C=C2C1=O)CN1CCC(CC1)C=1OC=CC1)=O 2-(2,4-dioxotetrahydropyrimidin-1(2H)-yl)-5-((4-(furan-2-yl)piperidin-1-yl)methyl)isoindoline-1,3-dione